C(C1=CC=CC=C1)N1C2=C(SCC1=O)C=CC(=C2)NC(=S)NC2=CC=C1C=CNC1=C2 1-(4-benzyl-3-oxo-3,4-dihydro-2H-benzo[b][1,4]thiazin-6-yl)-3-(1H-indol-6-yl)thiourea